FC1=C(C=CC(=C1)F)N1C=C(C=2C1=NC=C(C2)C=2C(=NOC2C)C)C=2C(=CC(=C(C(=O)OCC)C2)O)OCC ethyl 5-(1-(2,4-difluorophenyl)-5-(3,5-dimethylisoxazol-4-yl)-1H-pyrrolo[2,3-b]pyridin-3-yl)-4-ethoxy-2-hydroxybenzoate